CC(=O)O[C@H]1[C@@H]([C@@H]([C@H](O1)COC(=O)C2=CC=CC=C2)OC(=O)C3=CC=CC=C3)OC(=O)C4=CC=CC=C4 1-O-Acetyl-2,3,5-tri-O-benzoyl-β-D-ribofuranose